O[C@@H](CO)C1=CC(=NC(=C1)C1=CC=C(C=C1)OC1=CC(=CC=C1)OC(F)(F)F)C(=O)N 4-((R)-1,2-Dihydroxyethyl)-6-[4-(3-trifluoromethoxy-phenoxy)phenyl]-pyridine-2-carboxylic acid amide